BrC=1C=C(C=C(C1)NS(=O)(=O)C)C1=C(N=C(N1C)C1=NC=CC=C1C)C(=O)N (3-bromo-5-(methylsulfonylamino)phenyl)-1-methyl-2-(3-methylpyridin-2-yl)-1H-imidazole-4-carboxamide